CC(=O)C1=NC(=CN=C1)C (6-methylpyrazin-2-yl) methyl ketone